C1(CC1)C1=NC=C(C(=C1)C1=C(C=NC(=C1)C)C(=O)NC=1SC=2C(=NC=C(N2)C#CC2CC2)N1)OC 2'-cyclopropyl-N-(6-(cyclopropylethynyl)thiazolo[4,5-b]pyrazin-2-yl)-5'-methoxy-6-methyl-[4,4'-bipyridine]-3-carboxamide